COC1=C(C=C2C3=C(N(C2=C1)C)C(=NC=C3)C)N3CCN(CC3)C(=O)C3CCOCC3 (4-(7-methoxy-1,9-dimethyl-9H-pyrido[3,4-b]indol-6-yl)piperazin-1-yl)(tetrahydro-2H-pyran-4-yl)methanone